C(C)(C)(C)NC[C@H](O)C1=C2C=CC(NC2=CC=N1)=O (s)-5-(2-(tert-butylamino)-1-hydroxyethyl)-1,6-naphthyridin-2(1H)-one